C(=CC1=CC=CC=C1)C=1C(=C(C=CC1)C=C)C=C styrenyl-divinyl-benzene